ClC=1C(=NOC1C)NS(=O)(=O)C=1C(=C(C=CC1)C1=CC=CC=C1)COCC (N-(4-chloro-5-methylisoxazol-3-yl)sulfamoyl)-2-(ethoxymethyl)-[1,1']Biphenyl